ClC1=CC=C(CC2=NN=C(O2)C(=O)O)C=C1 5-(4-chlorobenzyl)-1,3,4-oxadiazole-2-carboxylic acid